3-amino-5-nitrobenzo[d]isothiazole NC1=NSC2=C1C=C(C=C2)[N+](=O)[O-]